ethyl 3-{4-[2-(tert-butoxy)-2-oxoethyl]piperidin-1-yl}cyclobutane-1-carboxylate C(C)(C)(C)OC(CC1CCN(CC1)C1CC(C1)C(=O)OCC)=O